F[P-](F)(F)(F)(F)F.CC1=CC=C(C=C1)[I+]C1=CC=C(C=C1)C Di-(4-methylphenyl)iodonium hexafluorophosphate